O1C(=CC2=C1C=CC=C2)C2=CC=C(C=C2)N(C2=CC=C(C=C2)C2=CC1=C(N=C(O1)C=1OC=CC1)C=C2)C2=CC=C(C=C2)C=2SC1=C(C2)C=CC=C1 N-(4-benzofuran-2-yl-phenyl)-N-(4-benzothien-2-yl-phenyl)-N-{4-(2-furan-2-yl-benzoxazol-6-yl)-phenyl}-amine